4,4'-(Hexafluoroiso-propylidene)bis(benzoic acid) FC(C(C(F)(F)F)(C1=CC=C(C(=O)O)C=C1)C1=CC=C(C(=O)O)C=C1)(F)F